Cl.N[C@@H]1CN(C[C@H](C1)OC)C(=O)C1=CC2=C(N(C(=N2)C=2N(C3=CC=CC=C3C2)CC)C)C=C1 |r| (+/-)-((trans)-3-amino-5-methoxypiperidin-1-yl)(2-(1-ethyl-1H-indol-2-yl)-1-methyl-1H-benzo[d]imidazol-5-yl)methanone hydrochloride salt